4-(2-{[(4as,7ar)-1-methyl-octahydro-1H-cyclopenta[b]pyridin-4a-yl]methoxy}-7-chloro-8-fluoropyrido[4,3-d]pyrimidin-4-yl)-1,4-oxaazepane CN1[C@H]2[C@@](CCC1)(CCC2)COC=2N=C(C1=C(N2)C(=C(N=C1)Cl)F)N1CCOCCC1